BrC=1C=C(C=NC2=CC=C(C=C2)Cl)C=CC1 N-(3-bromobenzylidene)-4-chlorobenzen-amine